NC1=CC=C(C=N1)N1C[C@H](CCC1)N(CC1=CC(=NC=C1)OC)CC1=CN2C3=C(C(=C(C=C3C1=O)F)N1CCCCC1)OCC2C 6-((((S)-1-(6-aminopyridin-3-yl)piperidin-3-yl)((2-methoxypyridin-4-yl)methyl)amino)methyl)-9-fluoro-3-methyl-10-(piperidin-1-yl)-2H-[1,4]oxazino[2,3,4-ij]quinolin-7(3H)-one